7-[(Benzyloxy)methyl]-4-chloro-7H-pyrrolo[2,3-d]pyrimidine C(C1=CC=CC=C1)OCN1C=CC2=C1N=CN=C2Cl